[3-(4-aminocinnolin-7-yl)-4-{[1-(trifluoromethyl)cyclopropyl]methoxy}phenyl]boronic Acid Formic Acid Salt C(=O)O.NC1=CN=NC2=CC(=CC=C12)C=1C=C(C=CC1OCC1(CC1)C(F)(F)F)B(O)O